C1(CCCCC1)NC1CN(C1)C(=O)C=1C=C(CC2=NNC(C3=CC=CC=C23)=O)C=CC1F 4-(3-(3-(cyclohexylamino)azetidine-1-carbonyl)-4-fluorobenzyl)phthalazin-1(2H)-one